tert-butyl 4-[5-([8-fluoro-2-methylimidazo[1,2-a]pyridin-6-yl]carbamoyl)thiophen-2-yl]-2-methyl-piperazine-1-carboxylate FC=1C=2N(C=C(C1)NC(=O)C1=CC=C(S1)N1CC(N(CC1)C(=O)OC(C)(C)C)C)C=C(N2)C